O=C1NC(CCC1N1C(C2=CC=CC(=C2C1=O)O)=O)=O 2-(2,6-dioxohexahydropyridin-3-yl)-4-hydroxyisoindole-1,3-dione